4'-bromomethyl-biphenyl-2-carboxylic acid ethyl ester C(C)OC(=O)C=1C(=CC=CC1)C1=CC=C(C=C1)CBr